1,2-Di-tridecyl-sn-glycero-3-phosphorylcholine C(CCCCCCCCCCCC)OC[C@@H](OCCCCCCCCCCCCC)COP(=O)(O)OCC[N+](C)(C)C